NC1=CC=C(CC=2C=C(C=CC2)C(=O)N2CCCCC2)C=C1 (3-(4-aminobenzyl)phenyl)(piperidin-1-yl)-methanone